(1S,4R,5R)-5-[[5-cyclopropyl-3-(2-cyclopropyl-6-fluorophenyl)-1,2-oxazol-4-yl]]-2-azabicyclo[2.2.1]heptan-3-one C1(CC1)C1=C(C(=NO1)C1=C(C=CC=C1F)C1CC1)[C@H]1[C@@H]2C(N[C@@H](C1)C2)=O